BrC=1N=CC(N(C1)CC1=CC=C(C=C1)OC)=O 5-bromo-1-(4-methoxybenzyl)pyrazin-2(1H)-one